(S)-2-[4-chloro-2-(5-isoxazolyl)phenoxy]-3-methylbutyric acid ClC1=CC(=C(O[C@H](C(=O)O)C(C)C)C=C1)C1=CC=NO1